COC1=CC=C(COCCCCNN)C=C1 (4-((4-methoxybenzyl)oxy)butyl)hydrazine